tert-butyl (2R,4S)-4-hydroxy-2-(((S)-1-(4-(4-methylthiazol-5-yl)phenyl)ethyl) carbamoyl)pyrrolidine-1-carboxylate O[C@H]1C[C@@H](N(C1)C(=O)OC(C)(C)C)C(N[C@@H](C)C1=CC=C(C=C1)C1=C(N=CS1)C)=O